2-methyl-3-(1-(3-(2H-1,2,3-triazol-2-yl)propyl)pyrrolidin-3-yl)-1H-indol-4-ol CC=1NC=2C=CC=C(C2C1C1CN(CC1)CCCN1N=CC=N1)O